2'-chloro-N-(5-(5-chloropyridin-2-yl)thiazolo[5,4-b]pyridin-2-yl)-5'-methoxy-6-methyl-[4,4'-bipyridine]-3-carboxamide ClC1=NC=C(C(=C1)C1=C(C=NC(=C1)C)C(=O)NC=1SC2=NC(=CC=C2N1)C1=NC=C(C=C1)Cl)OC